N=1C=NN2C1C=C(C=C2)OC2=C(C=C(C=C2)NC2=NC=NC1=CC=C3C(=C21)OC[C@@H]2NCCN3C2)F (3R)-N-(4-([1,2,4]triazolo[1,5-a]pyridin-7-yloxy)-3-fluorophenyl)-3,4,5,6-tetrahydro-2H-3,7-methano[1,4,7]oxadiazonino[2,3-f]quinazolin-13-amine